C(C(C)C)(=O)OC=1C(=NC=CC1OC)C(N[C@H](C(=O)NN=C(C1=CC(=CC=C1)C)C1=CC(=CC=C1)C)C)=O (S)-2-((1-(2-(bis(3-methylphenyl)methylene)hydrazineyl)-1-oxopropan-2-yl)carbamoyl)-4-methoxypyridin-3-yl isobutyrate